COC(C1=C(C=CC(=C1)CNC(=O)OC(C)(C)C)\C=C\OC)=O (E)-5-(((tert-Butoxycarbonyl)amino)methyl)-2-(2-methoxyvinyl)benzoic acid methyl ester